C(CCC)NC=1N=CC2=C(N(C(C=3C=C(C=CC23)N2CC=3N(CC2)N=CN3)=O)[C@@H]3CC[C@H](CC3)O)N1 trans-3-(Butylamino)-8-(5,6-dihydro-[1,2,4]triazolo[1,5-a]pyrazin-7(8H)-yl)-5-(4-hydroxycyclohexyl)pyrimido[4,5-c]isoquinolin-6(5H)-one